NC=1N=C(C2=C(N1)NC(=C2)C=2CCN(CC2)C2COC2)C=2C(=C(C=CC2)N2C(C1=C(C=C(C=C1C=C2)C2CC2)F)=O)CO 2-(3-(2-amino-6-(1-(oxetan-3-yl)-1,2,3,6-tetrahydropyridin-4-yl)-7H-pyrrolo[2,3-d]pyrimidin-4-yl)-2-(hydroxymethyl)phenyl)-6-cyclopropyl-8-fluoroisoquinolin-1(2H)-one